NC1C2(CCN(C2)C2=NC3=C(N2CC2=CC=C(C#N)C=C2)C=CC=C3)CCC1 4-((2-(6-Amino-2-azaspiro[4.4]nonan-2-yl)-1H-benzo[d]imidazol-1-yl)methyl)benzonitril